C(N)(=O)C1=CC(=C(C=C1)C1=CC(=CC=C1)C(CCN1N(C(CC1)=O)CCC1=CC=C(C(=O)OC)C=C1)O)C methyl 4-(2-(2-(3-(4'-carbamoyl-2'-methyl-[1,1'-biphenyl]-3-yl)-3-hydroxypropyl)-5-oxopyrazolidin-1-yl)ethyl)benzoate